CC(CC)=NC(CCC)[SiH](OC)OC N-(1-methylpropylidene)-3-methyl(dimethoxysilyl)-1-propaneamine